5-bromo-3-chloro-N-[8-fluoro-2-methylimidazo[1,2-a]pyridin-6-yl]-thiophene-2-carboxamide BrC1=CC(=C(S1)C(=O)NC=1C=C(C=2N(C1)C=C(N2)C)F)Cl